ClC1=CC=C(C=C1)C1=CC(=NC(=N1)C=1C=NC=CC1)N[C@@H]([C@@H](C)O)C (2R,3R)-3-((6-(4-chlorophenyl)-2-(pyridin-3-yl)pyrimidin-4-yl)amino)butan-2-ol